C1N(C[C@@H]2[C@@H]1CNC2)CC2=CC=C(C=C2)N2C(=NC=1C2=NC(=CC1)C1=CC=CC=C1)C=1C(=NC=CC1)N 3-(3-(4-(((3aR,6aR)-hexahydropyrrolo[3,4-c]pyrrol-2(1H)-yl)methyl)phenyl)-5-phenyl-3H-imidazo[4,5-b]pyridin-2-yl)pyridin-2-amine